C(=O)(O)C=1C=C(C=C(C1)C(=O)O)C1=C(C(=C(C(=C1C)C)C1=CC(=CC(=C1)C(=O)O)C(=O)O)C)C 1,4-bis(3,5-dicarboxyphenyl)-2,3,5,6-tetramethylbenzene